C(CCCCCCC\C=C/C\C=C/C\C=C/CC)(=O)O (9Z,12Z,15Z)-9,12,15-Octadecatrienoic acid